N-(5-amino-2-methylpyridin-3-yl)-2-(6-fluoropyridin-3-yl)pyrazolo[5,1-b]thiazole-7-carboxamide NC=1C=C(C(=NC1)C)NC(=O)C=1C=NN2C1SC(=C2)C=2C=NC(=CC2)F